C(C=1N=C(NC1C)CC)C=1N=C(NC1C)CC 4,4'-methylene-bis-(2-ethyl-5-methylimidazole)